sulfimide potassium [K].[SH2]=N